cis-methyl-2-methylpiperidine-4-carboxylate COC(=O)[C@@H]1C[C@@H](NCC1)C